O=C1NC(=C(C=C1C(=O)N)C1=CC=C(C=C1)OCC1=CC(=CC=C1)NCCC)C(F)(F)F 2-Oxo-5-(4-((3-(propylamino)benzyl)oxy)phenyl)-6-(trifluoromethyl)-1,2-dihydropyridine-3-carboxamide